N1C=NC2=C1C=C(C=C2)NC(=O)NC2=CC(=CC=C2)Br 1-(1H-benzo[d]imidazol-6-yl)-3-(3-bromophenyl)urea